N,N'-(((((5-(4-(1,3-dioxoisoindolin-2-yl)butoxy)-1,3-phenylene)bis(methylene))bis((pyridin-2-ylmethyl)azanediyl))bis(methylene))bis(pyridine-6,2-diyl))bis(2-morpholinoacetamide) O=C1N(C(C2=CC=CC=C12)=O)CCCCOC=1C=C(C=C(C1)CN(CC1=NC=CC=C1)CC1=CC=CC(=N1)NC(CN1CCOCC1)=O)CN(CC1=NC=CC=C1)CC1=CC=CC(=N1)NC(CN1CCOCC1)=O